3-azaspiro[5.5]undecane-3-carboxylic acid C1CN(CCC12CCCCC2)C(=O)O